C(C)(C)(C)OC(=O)N1CC2=NN(C(=C2C1)C=1C=CC2=C(CCO2)C1)CC=1C=NC=CC1 3-(2,3-dihydrobenzofuran-5-yl)-2-(pyridin-3-ylmethyl)-2,6-dihydropyrrolo[3,4-c]pyrazole-5(4H)-carboxylic acid tert-butyl ester